(S)-N-(1-(5-cyanopyrimidin-2-yl)ethyl)-2-(5,6-difluoro-2,4-dioxo-1,4-dihydroquinazolin-3(2H)-yl)acetamide C(#N)C=1C=NC(=NC1)[C@H](C)NC(CN1C(NC2=CC=C(C(=C2C1=O)F)F)=O)=O